O1CCN(CC1)C=1C2=C(N=CN1)NC(=C2)C2=CC=C(C=C2)NC(NC2CCN(CC2)C2CN(C2)C(=O)OC(C)(C)C)=O tert-butyl 3-(4-(3-(4-(4-morpholino-7H-pyrrolo[2,3-d]pyrimidin-6-yl)phenyl)ureido)piperidin-1-yl)azetidine-1-carboxylate